C1=CC=C(C=C1)COC[C@@H]2[C@H]([C@@H]([C@H]([C@@H](O2)F)OCC3=CC=CC=C3)OCC4=CC=CC=C4)OCC5=CC=CC=C5 2,3,4,6-tetra-O-benzyl-β-D-glucopyranosyl fluoride